C1CC12NCCC(C2)N2C(C1=C(C=C(C=C1C=C2)C=2C(=C(C=1N(C2)C=C(N1)C)C)O)F)=O 2-{4-azaspiro[2.5]octan-7-yl}-8-fluoro-6-{7-hydroxy-2,8-dimethylimidazo[1,2-a]pyridin-6-yl}isoquinolin-1-one